(R)-ethyl 2-acetoxy-3-(5-allyl-2-((2-(3,3,3-trifluoropropoxy)pyrimidin-4-yl)methoxy)phenyl)propanoate C(C)(=O)O[C@@H](C(=O)OCC)CC1=C(C=CC(=C1)CC=C)OCC1=NC(=NC=C1)OCCC(F)(F)F